methyl 1-(cyclobutylmethyl)-2-methyl-1H-indole-6-carboxylate C1(CCC1)CN1C(=CC2=CC=C(C=C12)C(=O)OC)C